NC([C@@](CO)(C)NC(=O)C1=C(OC2=C1C=C(C=C2)C(=O)NC2CC2)C)=O (S)-N3-(1-amino-3-hydroxy-2-methyl-1-oxopropan-2-yl)-N5-cyclopropyl-2-methylbenzofuran-3,5-dicarboxamide